N-hydroxy-3-oxo-4-((1-phenyl-1H-1,2,4-triazol-3-yl)methyl)-3,4-dihydro-2H-benzo[b][1,4]oxazine-6-carboxamide ONC(=O)C1=CC2=C(OCC(N2CC2=NN(C=N2)C2=CC=CC=C2)=O)C=C1